ClC1=C(C=CC=C1)[C@@H](C)OC(=O)NC=1C(=NOC1C1=CC=C(C(=N1)C)NC(=O)[C@H]1C([C@@H]1C(=O)O)(F)F)C (1S,3S)-3-((6-(4-((((R)-1-(2-chlorophenyl)ethoxy)carbonyl)amino)-3-methylisoxazol-5-yl)-2-methylpyridin-3-yl)-carbamoyl)-2,2-difluorocyclopropane-1-carboxylic acid